ClC1(C(C(C1(F)F)(F)F)(Cl)F)F 1,2-dichloro-hexafluoro-cyclobutane